propyl-2-vinylnaphthalene C(CC)C1=C(C=CC2=CC=CC=C12)C=C